ClC=1C(=NN(C1C)C=1C=C(C(=O)NC2=CC(=C(C=C2)OC)OC)C=CC1)C 3-(4-chloro-3,5-dimethyl-pyrazol-1-yl)-N-(3,4-dimethoxyphenyl)benzamide